2-(2,6-dioxopiperidin-3-yl)-4-(((1-(1-(neopentylsulfonyl)piperidin-4-yl)-1H-pyrazol-4-yl)methyl)amino)isoindoline-1,3-dione O=C1NC(CCC1N1C(C2=CC=CC(=C2C1=O)NCC=1C=NN(C1)C1CCN(CC1)S(=O)(=O)CC(C)(C)C)=O)=O